CC1(OC2=C(CC1)C=CC=C2C(=O)N2C[C@]1(CC2)C=C(C(C(C1)(C)C)=O)C#N)C (5R)-2-(2,2-dimethyl-3,4-dihydro-2H-1-benzopyran-8-carbonyl)-9,9-dimethyl-8-oxo-2-azaspiro[4.5]dec-6-ene-7-carbonitrile